N=1C(=CN2C1C=CC=C2)C=2C=C(C(=O)N1CCC3(CCN(CC3)C(=O)C=3C=CC(=C(C3)NC=3C(C4=CC=CC=C4C(C3)=O)=O)C)CC1)C=CC2 ((5-(9-(3-(imidazo[1,2-a]pyridin-2-yl)benzoyl)-3,9-diazaspiro[5.5]undec-3-carbonyl)-2-methylphenyl)amino)naphthalene-1,4-dione